C1(=CC(=CC=C1)S(=O)(=O)O)C1=CC(=CC=C1)S(=O)(=O)O 3,3'-biphenyldisulfonic acid